CCOC1=C(C=C2C(=C1)N=CC(=C2NC3=CC(=C(C=C3)F)Cl)C#N)NC(=O)/C=C/CN(C)C The molecule is an aminoquinoline, a nitrile, a monocarboxylic acid amide and a member of monochlorobenzenes. It has a role as a protein kinase inhibitor.